(S)-1-(1-(2-chloro-5-iodopyridin-4-yl)piperidin-3-yl)-N,N-dimethylamine ClC1=NC=C(C(=C1)N1C[C@@H](CCC1)CNC)I